acryloyloxynonylfluorodimethylsilane C(C=C)(=O)OCCCCCCCCC[Si](C)(C)F